O1CCN(CCC1)CC=1N(C2=CC(=CC=C2C(C1)=O)C1=NC(=NC=C1F)N[C@H]1[C@@H](COCC1)O)C(C)C 2-((1,4-oxazepan-4-yl)methyl)-7-(5-fluoro-2-(((3S,4R)-3-hydroxytetrahydro-2H-pyran-4-yl)amino)pyrimidin-4-yl)-1-isopropylquinolin-4(1H)-one